6-Chloro-1-(3,5-diisopropyl-4-pyridyl)-4-[(2S,5R)-2,5-dimethyl-4-prop-2-enoyl-piperazin-1-yl]-7-(2-fluoro-phenyl)pyrido[2,3-d]pyrimidin-2-one ClC1=CC2=C(N(C(N=C2N2[C@H](CN([C@@H](C2)C)C(C=C)=O)C)=O)C2=C(C=NC=C2C(C)C)C(C)C)N=C1C1=C(C=CC=C1)F